O=C1NC(CCC1N1C(C2=CC(=C(C=C2C1=O)F)N1C2CN(CC1CC2)CC2CCN(CC2)C2=CC=C(C=C2)C(=C(CC)C2=CC=CC=C2)C2=CC=C(C=C2)O)=O)=O 2-(2,6-dioxopiperidin-3-yl)-5-fluoro-6-(3-((1-(4-(1-(4-hydroxyphenyl)-2-phenylbut-1-en-1-yl)phenyl)piperidin-4-yl)methyl)-3,8-diazabicyclo[3.2.1]octan-8-yl)isoindoline-1,3-dione